1-Hydroxy-1-nitropropane OC(CC)[N+](=O)[O-]